FC1=CC=C(C=C1)C(C=O)=O (4-FLUORO-PHENYL)-OXO-ACETALDEHYDE